3-{2-amino-6-[(2-imino-2,3-dihydro-1,3-oxazol-3-yl)methyl]phenyl}-1-[2-(3-chlorophenyl)propan-2-yl]thiourea NC1=C(C(=CC=C1)CN1C(OC=C1)=N)NC(NC(C)(C)C1=CC(=CC=C1)Cl)=S